CCCCCCCCCCCCC1=CC=CC=N1.Cl Dodecylpyridine hydrochloride